ferric tris(hexylbutyl-phosphinate) C(CCCCC)P([O-])(=O)CCCC.C(CCCCC)P([O-])(=O)CCCC.C(CCCCC)P([O-])(=O)CCCC.[Fe+3]